C(C)(C)(C)OC(=O)N1[C@H](C2=CC(=CC=C2CC1)C(NC)=O)C1=CC=C(C=C1)F (S)-1-(4-fluorophenyl)-7-(methylcarbamoyl)-3,4-dihydroisoquinoline-2(1H)-carboxylic acid tert-butyl ester